COC=1C(=CC2=C(N=CS2)C1)OC 5,6-dimethoxybenzothiazole